octane tin [Sn].CCCCCCCC